(E)-3-(3-(hydroxymethyl)-4-oxo-2,3,4,5-tetrahydro-1H-pyrido[2,3-b][1,4]diazepin-8-yl)-N-methyl-N-((3-methylbenzofuran-2-yl)methyl)acrylamide OCC1CNC2=C(NC1=O)N=CC(=C2)/C=C/C(=O)N(CC=2OC1=C(C2C)C=CC=C1)C